5-aza-2'-deoxycytidine calcium-barium-strontium [Sr].[Ba].[Ca].[C@@H]1(C[C@H](O)[C@@H](CO)O1)N1C(=O)N=C(N)N=C1